4-[({4-[7-(aminocarbonyl)-2H-indazole-2-yl]benzoyl}amino)methyl]piperidinium NC(=O)C1=CC=CC2=CN(N=C12)C1=CC=C(C(=O)NCC2CC[NH2+]CC2)C=C1